4-nitrophenyl (3,3,4,4,5,5,6,6,7,7,8,8,8-tridecafluorooctyl) carbonate C(OC1=CC=C(C=C1)[N+](=O)[O-])(OCCC(C(C(C(C(C(F)(F)F)(F)F)(F)F)(F)F)(F)F)(F)F)=O